1-ethoxy-4-(4-methoxyphenyl)benzene C(C)OC1=CC=C(C=C1)C1=CC=C(C=C1)OC